OCC1(O)[C@@H](O)[C@@H](O)[C@H](O)CO1 D-Tagatopyranose